tetrapropylammonium hydroxide Ammonium [NH4+].[OH-].C(CC)[N+](CCC)(CCC)CCC.[OH-]